FC(OC1=C(C=CC=C1)C1=NOC(=C1CBr)C1CC1)(F)F (2-trifluoromethoxyphenyl)-4-bromomethyl-5-cyclopropylisoxazole